O=C1C(=CC=NN1CC1CN(CCC1)C(=O)OC(C)(C)C)C1=CC=CC=C1 tert-butyl 3-[(6-oxo-5-phenyl-1,6-dihydropyridazin-1-yl)methyl]piperidine-1-carboxylate